ClC1=CC(=C2C(=N1)C(=NN2C2CC2)N)CN2CCCC2 chloro-1-cyclopropyl-7-(pyrrolidin-1-ylmethyl)-1H-pyrazolo[4,3-b]pyridin-3-amine